Cyclohexane-1,3,5-triyltris((2-hydroxyphenyl)methanone) C1(CC(CC(C1)C(=O)C1=C(C=CC=C1)O)C(=O)C1=C(C=CC=C1)O)C(=O)C1=C(C=CC=C1)O